1-(4-ethylphenyl-3-d)-3-(1H-indol-3-yl-4,5,6,7-d4)Urea C(C)C1=C(C=C(C=C1)NC(=O)NC1=CNC2=C(C(=C(C(=C12)[2H])[2H])[2H])[2H])[2H]